(R)-10-((5-chloro-2-(4-methyl-3-oxopiperazin-1-yl)pyrimidin-4-yl)amino)-2-cyclopropyl-7-methyl-1,2,3,4-tetrahydro-[1,4]oxazepino[2,3-c]quinolin-6(7H)-one ClC=1C(=NC(=NC1)N1CC(N(CC1)C)=O)NC1=CC=2C3=C(C(N(C2C=C1)C)=O)OCC[C@@H](N3)C3CC3